Ethyl (1aR,5aR)-1-(5-Chloro-4-(trifluoromethyl)pyridin-2-yl)-1a,2,5,5a-tetrahydro-1H-2,3-diaza-cyclopropa[a]pentalene-3-carboxylate ClC=1C(=CC(=NC1)C1[C@H]2[C@H]1CC1=CN(NC21)C(=O)OCC)C(F)(F)F